CC=1C=C(C=C(C1)C)NC(CCC1=CC=C(OC(C(=O)O)(C)C)C=C1)=O 2-(4-(3-((3,5-dimethylphenyl)amino)-3-oxopropyl)phenoxy)-2-methylpropanoic acid